C(C)(C)(C)OC(CCC1CCN(CC1)C=1C=C(C(=CC1C)C(=O)OC)C(=O)OC)=O dimethyl 4-[4-(3-tert-butoxy-3-oxo-propyl)-1-piperidyl]-5-methyl-benzene-1,2-dicarboxylate